ClC1=CC=C(C(=N1)NC(C(C)(C)C)=O)S(=O)(=O)C N-(6-chloro-3-(methylsulfonyl)pyridin-2-yl)trimethylacetamide